(±)-trans-N-(8-amino-6-(6-ethoxy-4-ethylpyridin-3-yl)isoquinolin-3-yl)-2-cyanocyclopropanecarboxamide NC=1C=C(C=C2C=C(N=CC12)NC(=O)[C@H]1[C@@H](C1)C#N)C=1C=NC(=CC1CC)OCC |r|